2-(3-{[4-methanesulfonyl-2-(2-methoxyethoxy)phenyl]amino}prop-1-yn-1-yl)-N-[1-(oxan-4-yl)piperidin-4-yl]-1-(2,2,2-trifluoroethyl)-1H-indol-4-amine CS(=O)(=O)C1=CC(=C(C=C1)NCC#CC=1N(C=2C=CC=C(C2C1)NC1CCN(CC1)C1CCOCC1)CC(F)(F)F)OCCOC